C1(=CC=C(C=C1)NC1=CC=C(C=C1)C=1C(=CC=C(C1)C1=CC2=CC=CC=C2C=C1)C1=CC=CC=C1)C1=CC=CC=C1 N-([1,1'-biphenyl]-4-yl)-5'-(naphthalen-2-yl)-[1,1':2',1''-terphenyl]-4-amine